COCCOCC1=NC(=CC=C1C(=O)C1C(CCCC1)O)C(F)(F)F 2-({2-[(2-methoxyethoxy)methyl]-6-(trifluoromethyl)pyridin-3-yl}carbonyl)cyclohexanol